FC1=CC(=C(C=C1)C(C)=O)OC 1-(4-fluoro-2-methoxyphenyl)ethan-1-one